ClC1=NC(=CC(=C1N)Cl)I 2,4-dichloro-6-iodo-pyridin-3-ylamine